ClC1=CC=C(CN2C3(CN(C3)C=O)C(N(CC2=O)C2=C(C=C(C=C2)F)F)=O)C=C1 5-(4-chlorobenzyl)-8-(2,4-difluorophenyl)-6,9-dioxo-2,5,8-triazaspiro[3.5]nonane-2-carbaldehyde